O=C1NC(CCC1N1C(C2=CC(=C(C=C2C1=O)F)N1CCN(CC1)CC1CN(C1)C1=C2C[C@@H]([C@H](C2=C(C=C1)S(=O)(=O)C)O)F)=O)=O trans-2-(2,6-dioxopiperidin-3-yl)-5-fluoro-6-(4-((1-((1S)-2-fluoro-1-hydroxy-7-(methylsulfonyl)-2,3-dihydro-1H-inden-4-yl)azetidin-3-yl)methyl)piperazin-1-yl)isoindoline-1,3-dione